OC1[C@@H](CCC=2C=C(C=NC12)C#N)[C@@H]1N2C(C3=CC=CC=C13)=CN=C2 (S)-8-hydroxy-7-((S)-5H-imidazo[5,1-a]isoindol-5-yl)-5,6,7,8-tetrahydroquinoline-3-carbonitrile